BrC=1C(=CC(=NC1)C(F)(F)F)C(F)(F)F 5-bromo-2,4-bis(trifluoromethyl)pyridine